(Z)-N-((2Z,4E,6E,8E)-9-(3-(1H-imidazol-1-yl)-2,6,6-trimethylcyclohex-1-en-1-yl)-3,7-dimethylnona-2,4,6,8-tetraen-1-ylidene)aniline N1(C=NC=C1)C1C(=C(C(CC1)(C)C)/C=C/C(=C/C=C/C(=C\C=N/C1=CC=CC=C1)/C)/C)C